N[C@@H](C(=O)N[C@@H](C(=O)N[C@@H](C(=O)N[C@@H](C(=O)N1CCC2(C(NC(N2)=O)=O)CC1)CCCCNCCOCCOC)CC(C)C)CC1=CC=CC=C1)CC1=CC=CC=C1 8-((R)-2-((R)-2-((R)-2-((R)-2-amino-3-phenylpropanamido)-3-phenylpropanamido)-4-methylpentanamido)-6-(2-(methoxyethoxy)ethylamino)hexanoyl)-1,3,8-triaza-spiro[4.5]decane-2,4-dione